C1(CC1)C=1C=CC=2N(C1)C=C(N2)C2N1C(OC2)=NC(=C1)C(=O)OC methyl 3-(6-cyclopropylimidazo[1,2-a]pyridin-2-yl)-2,3-dihydroimidazo[2,1-b]oxazole-6-carboxylate